(S)-2-amino-3-(3-(3-((5-(difluoromethoxy)pyridin-2-yl)oxy)phenyl)-1,2,4-oxadiazol-5-yl)propan-1-ol N[C@H](CO)CC1=NC(=NO1)C1=CC(=CC=C1)OC1=NC=C(C=C1)OC(F)F